COC(C(CN1CCNCC1)(C)C)=O 2,2-dimethyl-3-piperazin-1-yl-propionic acid methyl ester